FC(C1=C(OC2=CC=C(C=C2)C2=CC=CN3C2=NS(CC3)(=O)=O)C=CC(=C1)C(F)(F)F)(F)F 9-{4-[2,4-bis(trifluoromethyl)phenoxy]phenyl}-3,4-dihydropyrido[2,1-c][1,2,4]thiadiazine 2,2-dioxide